3-benzyloxy-2-hydroxymethyl-6-methyl-pyran C(C1=CC=CC=C1)OC=1C(OC(=CC1)C)CO